[As][As] diarsenic